C(C)(CC)[C@@H]1N=C(N(C1)C1=CC=CC=C1)C1=C(N)C=CC=C1 2-[(4S)-4-sec-butyl-N-phenyl-2-imidazolinyl]Aniline